1-(3-(((1-(3-Acetamido-1H-pyrazole-1-carbonyl)-4-methylpiperidin-4-yl)(methyl)amino)methyl)-5-(trifluoromethyl)phenyl)cyclopentane-1-carboxylic acid C(C)(=O)NC1=NN(C=C1)C(=O)N1CCC(CC1)(C)N(C)CC=1C=C(C=C(C1)C(F)(F)F)C1(CCCC1)C(=O)O